4-(6-aminopyridin-3-yl)piperazine-1-carboxylic tert-butyl ester C(C)(C)(C)OC(=O)N1CCN(CC1)C=1C=NC(=CC1)N